4-Bromo-2-(hydroxy(2-((tert-butoxycarbonyl)amino)cyclopropyl)methyl)benzoic acid BrC1=CC(=C(C(=O)O)C=C1)C(C1C(C1)NC(=O)OC(C)(C)C)O